CN1N=CC=2C1=NC(=CC2NCC2=CC=C(C=C2)S(=O)(=O)N)N2CCCC2 4-(((1-Methyl-6-(pyrrolidin-1-yl)-1H-pyrazolo[3,4-b]pyridin-4-yl)amino)methyl)-benzenesulfonamide